C(C)OC(=O)C1=NN(C(=C1)C1=C(C=CC=C1)Br)CC1=CC=CC=C1 1-benzyl-5-(2-bromophenyl)-1H-pyrazole-3-carboxylic acid ethyl ester